C(C)(C)(C)C1N(C=CC=N1)C=1C(=NC=CC1C1=NC=CC=C1F)C1CCC(CC1)(F)F 2-(tert-butyl)-N-(2'-(4,4-difluorocyclohexyl)-3-fluoro-[2,4'-bipyridyl]-3'-yl)pyrimidine